[I-].F[N+](C(C(=C(C(F)(F)F)C(F)(F)F)F)(F)F)(C(C(C(C(C(C(C(C(C(C(F)(F)F)(F)F)(F)F)(F)F)(F)F)(F)F)(F)F)(F)F)(F)F)(F)F)F perfluorodecyl-dimethylallyl-ammonium iodide